2-(7-bromothieno[3,2-b]pyridin-3-yl)-3-hydroxycyclopent-2-en-1-one BrC1=C2C(=NC=C1)C(=CS2)C=2C(CCC2O)=O